C1(CC1)CN[C@@H]1[C@H](C1)C=1C=C(SC1)C(=O)NC1CCOCC1 4-((1R,2S)-2-((cyclopropylmethyl)amino)cyclopropyl)-N-(tetrahydro-2H-pyran-4-yl)thiophene-2-carboxamide